FC1=C(C=C(C=C1C)C1=C(C=CC=C1C)C)C(CC(=O)[O-])NC(C(CC(C)C)N1C(C=C(C(=C1)CCN1CC(C1)OC)C(F)(F)F)=O)=O 3-(4-fluoro-2',5,6'-trimethyl-[1,1'-biphenyl]-3-yl)-3-(2-(5-(2-(3-methoxyazetidin-1-yl)ethyl)-2-oxo-4-(trifluoromethyl)pyridin-1(2H)-yl)-4-methylpentanamido)propanoate